ClC=1C=C(OC2=C3C=CC=C(C3=CC=C2)C(=O)NC(C)C)C=CC1Cl 5-(3,4-dichlorophenoxy)-N-isopropyl-naphthamide